3-(6-methoxy-2H-benzopyran-3-yl)-5-(2-fluoro-5-nitrophenyl)-1,2,4-oxadiazole COC=1C=CC2=C(C=C(CO2)C2=NOC(=N2)C2=C(C=CC(=C2)[N+](=O)[O-])F)C1